BrC1=CC=C(C=C1)[C@H]1NC(OC1)=O (R)-4-p-bromophenyl-2-oxazolidinone